3-Methoxy-4-(trifluoromethyl)-phenylboronic acid COC=1C=C(C=CC1C(F)(F)F)B(O)O